C1N(CC2C1CNC2)CC2=CC(=C(C=C2)N2CCOCC2)C(F)(F)F 4-(4-((hexahydropyrrolo[3,4-c]pyrrol-2(1H)-yl)methyl)(trifluoromethyl)phenyl)morpholine